FCC1CN(C1)C(=O)C=1C(=NN2C1NC=CC2=O)C2=NC=CN=C2 3-(3-(fluoromethyl)azetidine-1-carbonyl)-2-(pyrazin-2-yl)pyrazolo[1,5-a]pyrimidin-7(4H)-one